(2-Fluoro-3-(4,4,5,5-tetramethyl-1,3,2-dioxaborolan-2-yl)phenyl)(2-(1-methyl-1H-pyrazol-4-yl)piperidin-1-yl)methanone FC1=C(C=CC=C1B1OC(C(O1)(C)C)(C)C)C(=O)N1C(CCCC1)C=1C=NN(C1)C